6-[2-(4-fluorophenyl)azetidin-1-yl]-4-oxo-1-[1-[6-(trifluoromethyl)-3-pyridyl]ethyl]-5H-pyrazolo[3,4-d]pyrimidine-3-carbonitrile FC1=CC=C(C=C1)C1N(CC1)C=1NC(C2=C(N1)N(N=C2C#N)C(C)C=2C=NC(=CC2)C(F)(F)F)=O